3-(((4-(1-Methyl-1H-indazol-5-yl)-5-(6-methylpyridin-2-yl)-1H-imidazol-2-yl)amino)methyl)-benzonitrile CN1N=CC2=CC(=CC=C12)C=1N=C(NC1C1=NC(=CC=C1)C)NCC=1C=C(C#N)C=CC1